C(#N)C1=C(N=C2N(C1=O)C=C(C=C2[C@@H](C)NC2=C(C(=O)O)C=CC=C2)C)N2CC(NCC2)=O (R)-2-((1-(3-cyano-7-methyl-4-oxo-2-(3-oxopiperazin-1-yl)-4H-pyrido[1,2-a]pyrimidin-9-yl)ethyl)amino)benzoic acid